Cl.C1(CC1)N1CCC2=C(CC1)C=CC(=N2)NC=2C=CC(=C1CNC(C21)=O)C=2C=NN1C2C=CC(=C1)C 7-((7-cyclopropyl-6,7,8,9-tetrahydro-5H-pyrido[2,3-d]azepin-2-yl)amino)-4-(6-methylpyrazolo[1,5-a]-pyridin-3-yl)isoindolin-1-one hydrochloride